(7-(2-(4-(6-fluorobenzothiophen-4-yl)piperazin-1-yl)ethyl)-2-oxo-3,4-dihydroquinoline-1(2H)-yl)methylphenyl carbonate C(OC1=C(C=CC=C1)CN1C(CCC2=CC=C(C=C12)CCN1CCN(CC1)C1=CC(=CC2=C1C=CS2)F)=O)([O-])=O